6-isopropoxy-2-(1-methyl-2-oxabicyclo[2.1.1]hex-4-yl)-2H-indazole-5-carboxylic acid C(C)(C)OC=1C(=CC2=CN(N=C2C1)C12COC(C1)(C2)C)C(=O)O